C(=O)(O)C1=C(C=C(C=C1)C1=CC(=C(C=C1)O)F)F 4-(4-carboxy-3-fluorophenyl)-2-fluorophenol